(1S,2S)-2-acetylcyclopropane-1-carboxylic acid C(C)(=O)[C@@H]1[C@H](C1)C(=O)O